6-(3-aminopyrrolidin-1-yl)-2-((2-fluoro-4-((2-(2,3,5,6-tetrafluorophenyl)propan-2-yl)sulfonyl)phenyl)thio)-5-methoxy-N-(5-methyl-1H-pyrazol-3-yl)pyrimidin-4-amine NC1CN(CC1)C1=C(C(=NC(=N1)SC1=C(C=C(C=C1)S(=O)(=O)C(C)(C)C1=C(C(=CC(=C1F)F)F)F)F)NC1=NNC(=C1)C)OC